N-cyclopentyl-2-pent-1-ynyl-5,6,7,8-tetrahydropyrido[3,2-d]pyrimidin-4-amine C1(CCCC1)NC=1C2=C(N=C(N1)C#CCCC)CCCN2